tert-butyl 4-(6-(3,3-difluorocyclobutane-1-carboxamido)pyridin-3-yl)piperazine-1-carboxylate FC1(CC(C1)C(=O)NC1=CC=C(C=N1)N1CCN(CC1)C(=O)OC(C)(C)C)F